CC1(OB(OC1(C)C)C=1C=C2C(=NNC2=C(C1)C(F)(F)F)N)C 5-(4,4,5,5-tetramethyl-1,3,2-dioxaborolan-2-yl)-7-(trifluoromethyl)-3-amino-1H-indazole